(E)-2-cyano-3-[2-[7-[4-[4-(4-hexyloxyphenyl)-N-[4-(4-hexyloxyphenyl)-phenyl]anilino]phenyl]-9,9-dioctyl-fluoren-2-yl]benzofuran-6-yl]prop-2-enoic acid C(#N)/C(/C(=O)O)=C\C1=CC2=C(C=C(O2)C2=CC=3C(C4=CC(=CC=C4C3C=C2)C2=CC=C(C=C2)N(C2=CC=C(C=C2)C2=CC=C(C=C2)OCCCCCC)C2=CC=C(C=C2)C2=CC=C(C=C2)OCCCCCC)(CCCCCCCC)CCCCCCCC)C=C1